3-(6-ethyl-5-(1H-pyrazol-4-yl)pyridin-2-yl)-1-(3-fluoro-5-methoxybenzyl)-8-(2-hydroxy-2-methylpropyl)-1,3,8-triazaspiro[4.5]decan-2-one C(C)C1=C(C=CC(=N1)N1C(N(C2(C1)CCN(CC2)CC(C)(C)O)CC2=CC(=CC(=C2)OC)F)=O)C=2C=NNC2